(3-(2-methoxyethoxy)cyclohexyl)carbamic acid tert-butyl ester C(C)(C)(C)OC(NC1CC(CCC1)OCCOC)=O